8-((4-amino-5-(methoxycarbonyl)-1H-pyrazol-1-yl)methyl)quinoline-5-carboxylic acid methyl ester COC(=O)C=1C=2C=CC=NC2C(=CC1)CN1N=CC(=C1C(=O)OC)N